C[C@H]1CCC2C(SC1C2)(C)C (4S)-4,7,7-trimethyl-6-thiabicyclo[3.2.1]octane